C1CNCCC12CCNCC2 3,9-diaza-spiro[5.5]undecane